[Li].[Al].[Ag] silver-aluminum lithium